S1C=NC2=C1C(=CC=C2)S(=O)(=O)CCC(=O)N2[C@H](CN(CC2)C=2C=NC=CC2Cl)C (S)-3-(benzo[d]thiazol-7-ylsulfonyl)-1-(4-(4-chloropyridin-3-yl)-2-methylpiperazin-1-yl)propan-1-one